OC(CO)CCCCCCCCCCCCCC 2-Hydroxycetyl Alcohol